(2,6-Dimethylanilinoethyl)pyridine CC1=C(NCCC2=NC=CC=C2)C(=CC=C1)C